propoxyl-citronellal O(CCC)C\C(\C)=C/CCC(C)CC=O